tri-tert.-butylphosphin C(C)(C)(C)P(C(C)(C)C)C(C)(C)C